N-(4-(2-methoxyethoxy)-2-(thiazol-5-yl)quinolin-6-yl)oxetane-3-carboxamide COCCOC1=CC(=NC2=CC=C(C=C12)NC(=O)C1COC1)C1=CN=CS1